FC=1C=2N(C=C(C1)C=1N=C3N(C(N1)=O)C(=C(C=C3)N3CCN(CC3)C(=O)OC(C)(C)C)OC)C=C(N2)C tert-butyl 4-(2-(8-fluoro-2-methylimidazo[1,2-a]pyridin-6-yl)-6-methoxy-4-oxo-4H-pyrido[1,2-a][1,3,5]triazin-7-yl)piperazine-1-carboxylate